C(C=C)(=O)NCCC[Si](C(C(CC)(O[SiH](C)C)O[SiH](C)C)(O[SiH](C)C)O[SiH](C)C)(C)C acrylamidopropyltetra(dimethylsiloxy)-dimethylbutylsilane